CN(C(OC(C)(C)C)=O)[C@@H]1CCOC2=CC(=CC=C12)C(F)(F)F tert-butyl (R)-methyl(7-(trifluoromethyl)chroman-4-yl)carbamate